N2-(4-((2-ethyl-4-phenylthiazol-5-yl)oxy)pyridin-2-yl)-N5-(2-(4-methylpiperazin-1-yl)ethyl)pyridine-2,5-diamine C(C)C=1SC(=C(N1)C1=CC=CC=C1)OC1=CC(=NC=C1)NC1=NC=C(C=C1)NCCN1CCN(CC1)C